methyl 2-(4-methylphenyl)-benzimidazole-4-formate CC1=CC=C(C=C1)C=1NC2=C(N1)C=CC=C2C(=O)OC